C(C)(C)(C)C1=CC(=C(C(=C1O)C)CC=1NCCN1)C 6-tert-butyl-3-(4,5-dihydro-1H-imidazol-2-ylmethyl)-2,4-dimethylphenol